BrC1=NC(=CC(=C1)N)N1N=CC(=C1)Cl 2-bromo-6-(4-chloro-1H-pyrazol-1-yl)pyridin-4-amine